OP(O)(=O)OP(=O)(O)O.ClC1=CC=C2C(=CC=NC2=C1)NC(CCCN(C)C)C N4-(7-Chloro-4-quinolinyl)-N1,N1-dimethyl-1,4-pentanediamine diphosphate salt